((3S)-3-(((2R,3S)-3-carbamoyl-6,6,6-trifluoro-2-(3,3,3-trifluoropropyl)hexanoyl) amino)-5-(3-fluorophenyl)-9-methyl-2-oxo-2,3-dihydro-1H-1,4-benzodiazepin-1-yl)methyl L-alaninate N[C@@H](C)C(=O)OCN1C([C@H](N=C(C2=C1C(=CC=C2)C)C2=CC(=CC=C2)F)NC([C@@H]([C@H](CCC(F)(F)F)C(N)=O)CCC(F)(F)F)=O)=O